Tert-Butyl 3-(2-bromophenyl)-3-hydroxypiperidine-1-carboxylate BrC1=C(C=CC=C1)C1(CN(CCC1)C(=O)OC(C)(C)C)O